N-{1-cyclooctyl-2-[(1',2-dioxospiro[indoline-3,4'-thiacyclohexane]-6-yl)amino]-2-oxoethyl}-2-methylpyrazole-3-carboxamide C1(CCCCCCC1)C(C(=O)NC1=CC=C2C(=C1)NC(C21CCS(CC1)=O)=O)NC(=O)C=1N(N=CC1)C